C(CCCCC)OC(CCC(=O)OCCCCCC(CCCCCOC(CCC(OCCCCCC)OCCCCCC)=O)N(CC1CCN(CC1)C)C(=O)SCCCCCCC)OCCCCCC 6-(((heptylthio)carbonyl)((1-methylpiperidin-4-yl)methyl)amino)undecane-1,11-diyl bis(4,4-bis(hexyloxy)butanoate)